N-((1S,4S)-4-(7-oxa-2-azaspiro[3.5]nonan-2-yl)cyclohexyl)-2-(3-((2-(fluoromethoxy)-4-(methylsulfonyl)phenyl)amino)prop-1-yn-1-yl)-1-(2,2,2-trifluoroethyl)-1H-indol-4-amine C1N(CC12CCOCC2)C2CCC(CC2)NC=2C=1C=C(N(C1C=CC2)CC(F)(F)F)C#CCNC2=C(C=C(C=C2)S(=O)(=O)C)OCF